NC1=CC(=C2NC(CCCCC[C@](C3=NN=C(C1=N2)O3)(O)C(F)(F)F)C3=NC=CC=C3)C(F)(F)F (6R)-17-amino-12-(2-pyridyl)-6,15-bis(trifluoromethyl)-19-oxa-3,4,13,18-tetrazatricyclo[12.3.1.12,5]nonadeca-1(18),2,4,14,16-pentaen-6-ol